tert-butyl (R)-4-(1-((2,5-dimethyl-4-(2-methylbenzamido)phenyl)sulfonamido)ethyl)piperidine-1-carboxylate CC1=C(C=C(C(=C1)NC(C1=C(C=CC=C1)C)=O)C)S(=O)(=O)N[C@H](C)C1CCN(CC1)C(=O)OC(C)(C)C